(-)-1-{[2-oxo-4-(2,3,5-trifluorophenyl)pyrrolidin-1-yl]methyl}-1H-imidazole-4-carbonitrile O=C1N(CC(C1)C1=C(C(=CC(=C1)F)F)F)CN1C=NC(=C1)C#N